methyl 2-methylprop-2-enoate CC(C(=O)OC)=C